FC1=C(C=O)C(=CC=C1)S(=O)(=O)C1=CC=C(C=C1)C(F)(F)F 2-fluoro-6-((4-trifluoromethylphenyl)sulfonyl)benzaldehyde